C(#N)C12CC(C1)(C2)NC(=O)C=2C=CC(=NC2)C=2N=NN(C2NC(O[C@H](C)C=2C(=NC=CC2)Cl)=O)C (R)-1-(2-chloro-pyridin-3-yl)-ethyl (4-(5-((3-cyanobicyclo[1.1.1]pentan-1-yl)carbamoyl)-pyridin-2-yl)-1-methyl-1H-1,2,3-triazol-5-yl)carbamate